NC1=NNC2=CC=CC(=C12)C=1C=C2C=CC=C(C2=CC1)C(=O)NC1=CC(=CC(=C1)F)F 6-(3-amino-1H-indazol-4-yl)-N-(3,5-difluorophenyl)-1-naphthalenecarboxamide